C(=O)C1(CC=C(C=C1)C1=CC=CC=C1)C1=NC(=NC(=N1)C1(CC=C(C=C1)C1=CC=CC=C1)C=O)C1(CC=C(C=C1)C1=CC=CC=C1)C=O 2,4,6-tri(4-formyl-biphenyl-4-yl)-1,3,5-triazine